2-[6-[4-(1,4-diazepan-1-yl)phenyl]-4-fluoro-1-oxo-isoindolin-2-yl]-2-(6,7-dihydro-5H-pyrrolo[1,2-c]imidazol-1-yl)-N-thiazol-2-yl-acetamide hydrochloride Cl.N1(CCNCCC1)C1=CC=C(C=C1)C1=CC(=C2CN(C(C2=C1)=O)C(C(=O)NC=1SC=CN1)C1=C2N(C=N1)CCC2)F